methyl 4-bromo-6-fluoropyridinecarboxylate BrC1=CC(=NC(=C1)F)C(=O)OC